C(C=O)(=O)OCC(C)C isobutyl glyoxalate